6-formyl-1H-indazole-3-carbonitrile C(=O)C1=CC=C2C(=NNC2=C1)C#N